3-[(4-methylpiperazin-1-yl)methyl]-9-phenyl-8-(4-{[4-(5-pyridin-2-yl-1H-1,2,4-triazol-3-yl)piperidin-1-yl]methyl}phenyl)[1,2,4]triazolo[3,4-f]-1,6-naphthyridine CN1CCN(CC1)CC1=NN=C2C=3C=C(C(=NC3C=CN21)C2=CC=C(C=C2)CN2CCC(CC2)C2=NNC(=N2)C2=NC=CC=C2)C2=CC=CC=C2